CON=C(C#CC1=CC=CC=C1)C(C)(C)C 1-phenyl-4,4-dimethyl-1-pentyne-3-one O-methyl oxime